C[Si](OC=1C=C(C(=O)O)C=C(C1O)O[Si](C)(C)C)(C)C 3,5-bis(trimethylsilyloxy)-4-hydroxybenzoic acid